CC=1C=C(C=C(C1)C)NC1=C(C#N)C=C(C(=N1)C)C(=C)C 2-((3,5-dimethylphenyl)amino)-6-methyl-5-(prop-1-en-2-yl)nicotinonitrile